C(C1=CC=CC=C1)O[C@H]1[C@H]([C@@H](O[C@H]1COCC1=CC=CC=C1)OC)OC (2r,3r,4r,5s)-4-benzyloxy-5-((benzyloxy)methyl)-2,3-dimethoxytetrahydrofuran